9-(2-bromophenyl)-3-methyl-13-(morpholine-4-carbonyl)-16-thia-2,4,5,8-tetraazatetracyclo[8.6.0.02,6.011,15]-hexadeca-1(10),3,5,8,11(15)-pentaene BrC1=C(C=CC=C1)C1=NCC2=NN=C(N2C=2SC=3CC(CC3C12)C(=O)N1CCOCC1)C